Cl.CC1CN(CCN1)C=1N=C(C2=C(N1)C=CC=N2)N (3-methylpiperazin-1-yl)pyrido[3,2-d]pyrimidin-4-amine hydrochloride